C(C)C1(CCCC1)OC(=O)C=1C=C(C=CC1)C1C2C3C4C=CC(C3C(C1)C2)C4 8-(3-(1-ethylcyclopentyloxycarbonyl)phenyl)-tetracyclo[4.4.0.12,5.17,10]-3-dodecene